tert-butyl (S)-5-chloro-8-((4,5-dimethyl-4H-1,2,4-triazol-3-yl)methoxy)-7-fluoro-1-((6-oxo-5-azaspiro[2.4]heptan-5-yl)methyl)-3,4-dihydroisoquinoline-2(1H)-carboxylate ClC1=C2CCN([C@@H](C2=C(C(=C1)F)OCC1=NN=C(N1C)C)CN1CC2(CC2)CC1=O)C(=O)OC(C)(C)C